5-methoxyformylpyridin COC(=O)C=1C=CC=NC1